C(C)N1N=C(C2=C1C(NCC1(CCOCC1)C2)=O)CC(COC(C2=CC=C(C=C2)C(N)=O)=O)(C)C 4-Carbamoyl-benzoic acid [3-(1-ethyl-8-oxo-spiro[6,7-dihydro-4H-pyrazolo[3,4-c]azepin-5,4'-tetrahydropyran]-3-yl)-2,2-dimethyl-propyl] ester